N-((3S,4S)-1-(5-(3-cyano-6-ethoxypyrazolo[1,5-a]pyridin-4-yl)pyridin-2-yl)-3-hydroxypiperidin-4-yl)-3,3-difluorocyclobutane-1-carboxamide C(#N)C=1C=NN2C1C(=CC(=C2)OCC)C=2C=CC(=NC2)N2C[C@@H]([C@H](CC2)NC(=O)C2CC(C2)(F)F)O